CN1CCN(CC1)C1=CC=C(C=N1)C1=NN2C(N=CC3=CC=CC=C23)=C1 (6-(4-methylpiperazin-1-yl)pyridin-3-yl)pyrazolo[1,5-a]quinazoline